C1C=C2C=CC3=C4C2=C(C1=O)C=CC4=CC=C3 Pyrenone